2-fluoro-3-nitrobenzene-1-sulfonyl chloride FC1=C(C=CC=C1[N+](=O)[O-])S(=O)(=O)Cl